6-(2'-(((2-Methoxyethyl)amino)Methyl)-[1,1'-Biphenyl]-4-yl)-2-Methyl-1H-benzo[d]Imidazol COCCNCC1=C(C=CC=C1)C1=CC=C(C=C1)C=1C=CC2=C(NC(=N2)C)C1